C12CNCC(CCC1)CN2C(=O)C2(CCN(CC2)C=2C=C(N=NC2)C2=C(C=CC=C2)O)C2=CC=CC=C2 2-[5-(4-{3,9-diazabicyclo[3.3.2]decane-9-carbonyl}-4-phenylpiperidin-1-yl)pyridazin-3-yl]phenol